C(CCCCC)C1C(C1CCC#N)(C)C 3-(3-hexyl-2,2-dimethylcyclopropyl)propionitrile